NCCCN1C(N(C2=C1C(=CC=C2)C(=O)N)[C@@H]2CC[C@@H](CC2)C(NC2=CC(=C(C=C2)C)OC)=O)=O (3-aminopropyl)-2-oxo-1-[cis-4-[(3-methoxy-4-methylphenyl)carbamoyl]cyclohexyl]-2,3-dihydro-1H-1,3-benzodiazole-4-carboxamide